((tetrahydro-2H-pyran-2-yl(((tetrahydro-2H-pyran-2-yl)oxy)methyl)pyridin-3-yl)oxy)cyclohexanecarboxylate O1C(CCCC1)C1=C(C(=NC=C1)COC1OCCCC1)OC1(CCCCC1)C(=O)[O-]